(S)-N-((S)-1-amino-2-cyclopentylethyl)-3-(6-chlorobenzo[d]thiazol-2-yl)-2-propionamidopropionamide N[C@H](CC1CCCC1)NC([C@H](CC=1SC2=C(N1)C=CC(=C2)Cl)NC(CC)=O)=O